FC(C=1C=C(C(=NC1)NC(=S)NC(C1=NC=C(C=C1)OC(C)C)=N)N(C(OC(C)(C)C)=O)C)F tert-butyl (5-(difluoromethyl)-2-(3-(imino(5-isopropoxypyridin-2-yl)methyl)thioureido)pyridinyl)(methyl)carbamate